C(C)S(=O)(=O)C=1C(=NC(=CC1)N1N=CN=C1)C1=NC2=C(N1C)C=CC(=C2)S(C(F)(F)F)(=O)=N [2-[3-ethylsulfonyl-6-(1,2,4-triazol-1-yl)-2-pyridinyl]-1-methyl-benzimidazol-5-yl]-imino-oxo-(trifluoromethyl)-lambda6-Sulfane